COC1=C(C=CC=C1C1=NN(C=N1)C)NC1=NC(N(C=C1)C)NC=1C=NC(=CC1)C ((2-methoxy-3-(1-methyl-1H-1,2,4-triazol-3-yl)phenyl)amino)-N-methyl-2-((6-methylpyridin-3-yl)amino)pyrimidine